C(C)OC(=O)C=1C(=NN2C1C=C(C(=C2)F)Br)CC 5-bromo-2-ethyl-6-fluoropyrazolo[1,5-a]pyridine-3-carboxylic acid ethyl ester